BrC1=CC2=C(N=C(S2)C2CCN(CC2)C)C=C1 6-Bromo-2-(1-methylpiperidin-4-yl)benzo[d]thiazole